N1=CC(=CC=C1)C=1C=C(C=C(C1)C=1C=NC=CC1)B(O)O (3,5-di(pyridin-3-yl)phenyl)boronic acid